C(C)(=O)O[C@@H]1[C@H](C(N1)=O)O[Si](C)(C)C(C)(C)C (3R,4R)-4-acetoxy-3-[(R)-(tert-butyldimethylsilyl)oxy]-2-azetidinone